CC=1SC=C(N1)C(=O)O 2-methyl-1,3-thiazole-4-carboxylic acid